(S or R)-1-cyclopropyl-4-((6-(2-hydroxy-6-methyl-4-(trifluoromethyl)phenyl)-2H-pyrazolo[3,4-b]pyrazin-2-yl)methyl)pyrrolidin-2-one C1(CC1)N1C(C[C@@H](C1)CN1N=C2N=C(C=NC2=C1)C1=C(C=C(C=C1C)C(F)(F)F)O)=O |o1:6|